2,2,2-trifluoro-1-(4-(pyridin-4-ylmethyl)-1-((2-(trimethyl-silyl)ethoxy)methyl)-1H-imidazol-2-yl)ethanol FC(C(O)C=1N(C=C(N1)CC1=CC=NC=C1)COCC[Si](C)(C)C)(F)F